ClC1=NC=C(C(=N1)NC=1C(=NC=CC1)N1C(NCC1)=O)Cl 1-(3-((2,5-dichloropyrimidin-4-yl)amino)pyridin-2-yl)imidazolidin-2-one